C(C)(=O)OC=1C=C(C(=O)C(=O)O)C=CC1 3-acetoxybenzoyl-formic acid